C(C1=CC=CC=C1)OC(=O)NC=1C=C(C=CC1)C1=C(C2=C(C(=N1)C=1C=C3CCN(CC3=CC1)C(=O)OC(C)(C)C)C=CS2)C2=C(C=C(C=C2)F)OCCOC tert-butyl 6-[6-[3-(benzyloxycarbonylamino) phenyl]-7-[4-fluoro-2-(2-methoxyethoxy) phenyl] thieno[3,2-c]pyridin-4-yl]-3,4-dihydro-1H-isoquinoline-2-carboxylate